NCC(CS(=O)(=O)O)O amino-2-hydroxypropanylsulfonic acid